BrC1=CC=C(C=C1)[Si](C1=CC=CC=C1)(C1=CC=CC=C1)C1=CC=C(C=C1)Br bis(4-bromophenyl)-diphenylsilane